4-[(3-methoxypropyl)amino]phenol COCCCNC1=CC=C(C=C1)O